CC1=CC=C(C=C1)S(=O)(=O)NNC(=O)N p-Toluenesulphonyl-semicarbazide